N-((5-chloro-8-hydroxyquinolin-7-yl)(2-chlorophenyl)methyl)butyramide ClC1=C2C=CC=NC2=C(C(=C1)C(NC(CCC)=O)C1=C(C=CC=C1)Cl)O